3-ISOTHIAZOLECARBOXALDEHYDE S1N=C(C=C1)C=O